CCCCC/C=C\\C/C=C\\C/C=C\\C/C=C\\CCCCCCCCC/C=C/C(=O)SCCNC(=O)CCNC(=O)[C@@H](C(C)(C)COP(=O)(O)OP(=O)(O)OC[C@@H]1[C@H]([C@H]([C@@H](O1)N2C=NC3=C(N=CN=C32)N)O)OP(=O)(O)O)O The molecule is an unsaturated fatty acyl-CoA that results from the formal condensation of the thiol group of coenzyme A with the carboxy group of (2E,13Z,16Z,19Z,22Z)-octacosapentaenoic acid. It is an unsaturated fatty acyl-CoA and an ultra-long-chain fatty acyl-CoA. It is a conjugate acid of a (2E,13Z,16Z,19Z,22Z)-octacosapentaenoyl-CoA(4-).